C(C1=CC=CC=C1)(=O)NS(=O)(=O)C1=CC=C(C=C1)NC(=O)C=1C(OC2=CC(=CC=C2C1)OCC1=CC=CC=C1)=O N-(4-(N-benzoylsulfamoyl)phenyl)-7-benzyloxycoumarin-3-carboxamide